((benzyloxy)methyl)-4-ethyl-1-(7-fluoro-2,4-dihydroxyquinolin-6-yl)-1H-1,2,4-Triazol-5(4H)-one C(C1=CC=CC=C1)OCC1=NN(C(N1CC)=O)C=1C=C2C(=CC(=NC2=CC1F)O)O